ricinoleic acid dodecyl ester C(CCCCCCCCCCC)OC(CCCCCCC\C=C/C[C@H](O)CCCCCC)=O